CCCCCCCCC(CCCCCCC)N N-octyloctan-1-amine